(4-((6-(4-(2-(4-((1R,2S)-2-(4-fluoro-phenyl)-6-hydroxy-1,2,3,4-tetrahydro-naphthalen-1-yl)phenoxy)ethyl)piperazin-1-yl)pyridin-3-yl)oxy)-6-oxopyridazin-1(6H)-yl)piperidine-2,6-dione FC1=CC=C(C=C1)[C@@H]1[C@@H](C2=CC=C(C=C2CC1)O)C1=CC=C(OCCN2CCN(CC2)C2=CC=C(C=N2)OC=2C=NN(C(C2)=O)N2C(CCCC2=O)=O)C=C1